tert-butyl 6-bromo-2-(dimethoxymethyl)-1H-indole-1-carboxylate BrC1=CC=C2C=C(N(C2=C1)C(=O)OC(C)(C)C)C(OC)OC